3-benzyloxypropyl carbonochloridate C(OCCCOCC1=CC=CC=C1)(=O)Cl